(2R,3S,4S)-4-hydroxy-2-[(4-methoxyphenyl)methyl]pyrrolidin-3-yl N-{2-[(2S)-1-methylpyrrolidin-2-yl]ethyl}carbamate CN1[C@@H](CCC1)CCNC(O[C@H]1[C@H](NC[C@@H]1O)CC1=CC=C(C=C1)OC)=O